4-(4-iodo-6-methoxy-6-(3-(1-methyl-1H-pyrazol-3-yl)phenyl)pyrimidin-2-yl)morpholine IC=1N=C(NC(C1)(C1=CC(=CC=C1)C1=NN(C=C1)C)OC)N1CCOCC1